1,3,3,7-Tetramethyl-5-(o-tolyl)octahydrobenzo[c]isoxazol CN1OC(C2C1C(CC(C2)C2=C(C=CC=C2)C)C)(C)C